OC(C#CC(=O)N[C@@H]1CN(CCC1)C1=C2C(=C(NC2=C(C=C1)C(=O)N)C)C)(C)C (S)-4-(3-(4-hydroxy-4-methylpent-2-ynoylamino)piperidin-1-yl)-2,3-dimethyl-1H-indole-7-carboxamide